COC=1C(=NC=C(C1)C=1C=NNC1)NC1=CC=NC2=CC(=CC=C12)C N-(3-methoxy-5-(1H-pyrazol-4-yl)pyridin-2-yl)-7-methyl-quinolin-4-amine